FC=1C=C(COC=2C=C3N(C(N2)=O)CC2N3CCN(C2)CCC)C=CC1F 7-((3,4-Difluorobenzyl)oxy)-2-propyl-3,4,11,11a-tetrahydro-1H-pyrazino[1',2':3,4]imidazo[1,2-c]pyrimidin-9(2H)-one